C(CS)[C@@H](C(=O)[O-])[NH3+] The molecule is an amino acid zwitterion arising from transfer of a proton from the carboxy to the amino group of L-homocysteine; major species at pH 7.3. It has a role as a fundamental metabolite. It is a tautomer of a L-homocysteine.